Silicon Naphthol C1(=CC=CC2=CC=CC=C12)O.[Si]